O=CCC(=O)OC(C)C(=O)C1=NC=C(C=C1SCC)Br 3-[5-bromo-3-(ethylsulfanyl) pyridin-2-yl]-3-oxopropan-2-yl 3-oxopropanoate